5-(cyclopropyl-ethynyl)-2-((6-methylimidazo[1,2-a]pyridin-2-yl)methyl)-2,7-naphthyridin-1(2H)-one C1(CC1)C#CC1=C2C=CN(C(C2=CN=C1)=O)CC=1N=C2N(C=C(C=C2)C)C1